tert-butyl (2R,6S)-4-{5-cyclopropyl-7-[7-fluoro-6-(methoxymethoxy)-2-methylindazol-5-yl]-1,8-naphthyridin-3-yl}-2,6-dimethylpiperazine-1-carboxylate C1(CC1)C1=C2C=C(C=NC2=NC(=C1)C1=CC2=CN(N=C2C(=C1OCOC)F)C)N1C[C@H](N([C@H](C1)C)C(=O)OC(C)(C)C)C